C(C)(C)C1=C2C(=C3C(=N1)C=C(S3)C3=NNC=C3)N(C(=N2)CCCO)C 3-(4-isopropyl-1-methyl-7-(1H-pyrazol-3-yl)-1H-imidazo[4,5-d]thieno[3,2-b]pyridin-2-yl)propan-1-ol